N-[4-(3-Cyanophenyl)-5-(2,6-dimethyl-4-pyridyl)thiazol-2-yl]-3-methyl-2-oxo-1-oxa-3,8-diazaspiro[4.5]decan-8-carboxamid C(#N)C=1C=C(C=CC1)C=1N=C(SC1C1=CC(=NC(=C1)C)C)NC(=O)N1CCC2(CN(C(O2)=O)C)CC1